C1=CC=CC=2C3=CC=CC=C3N(C12)C1=CC=C(C=C1)C(=O)C1=CC=C(C=C1)N1C2=CC=CC=C2C=2C=CC=CC12 bis(4-(9H-carbazol-9-yl)phenyl)methanone